2-((5-acetyl-4,5,6,7-tetrahydrothiazolo[5,4-c]pyridin-2-yl)amino)-N-(2-(2-hydroxyethoxy)ethyl)-1-methyl-1H-benzo[d]imidazole-5-carboxamide C(C)(=O)N1CC2=C(CC1)N=C(S2)NC2=NC1=C(N2C)C=CC(=C1)C(=O)NCCOCCO